ClC=1C=C2C=C(C=NC2=CC1)NC1=CC(=C(OC2CCC(CC2)N2CC(NCC2)=O)C=C1)NC1=NC=CC=N1 (1s,4s)-4-{p-[4-(6-chloro-3-quinolylamino)-2-pyrimidinylaminophenoxy]cyclohexyl}-2-piperazinone